O1C2=C(OC[C@@H]1CN1CCN(CC1)C1=NN(C(=C1N1C(C3=CC=CC=C3C1=O)=O)C)C)C=CC=C2 (S)-2-(3-(4-((2,3-dihydrobenzo-[b][1,4]dioxin-2-yl)methyl)piperazin-1-yl)-1,5-dimethyl-1H-pyrazol-4-yl)isoindoline-1,3-dione